6-(((2R,3R,4R,5R,6R)-3-acetamido-4,5-diacetoxy-6-(acetoxymethyl)tetrahydro-2H-pyran-2-yl)oxy)hexanoic acid C(C)(=O)N[C@H]1[C@@H](O[C@@H]([C@@H]([C@@H]1OC(C)=O)OC(C)=O)COC(C)=O)OCCCCCC(=O)O